(3R)-4-(7-(1-(difluoromethyl)cyclopropyl)-3-(1-(tetrahydro-2H-pyran-2-yl)-1H-pyrazol-5-yl)isothiazolo[4,5-b]pyridin-5-yl)-3-methylmorpholine FC(C1(CC1)C1=C2C(=NC(=C1)N1[C@@H](COCC1)C)C(=NS2)C2=CC=NN2C2OCCCC2)F